FC1=CC=C(C=C1)N(C(=O)C1=NC(=CC(=C1)C=1C=NC=C(C1)C(F)(F)F)O)C N-(4-fluorophenyl)-6'-hydroxy-N-methyl-5-(trifluoromethyl)-[3,4'-bipyridine]-2'-carboxamide